CN1N=CC(=C1)C1=NN2C(=NC=3C(=CC=CC3C2=N1)C(F)(F)F)N[C@H]1C(NCC1)=O (3R)-3-{[2-(1-methyl-1H-pyrazol-4-yl)-7-(trifluoromethyl)[1,2,4]triazolo[1,5-c]quinazolin-5-yl]amino}pyrrolidin-2-one